C(CCCCCCCCCCCC)C=1[NH+]=CNC1CCCCCCCCCCCCC 4,5-ditridecylimidazolium